C1(=CC=CC=C1)C=1NC2=CC=CC=C2C1 2-phenylindole